C(CCC)NC1=NC=C2C(=N1)N(N=C2C2=CC=C(C=C2)S(=O)(=O)N2CCNCC2)C2CCC(CC2)O 4-[6-(butylamino)-3-(4-piperazin-1-ylsulfonylphenyl)pyrazolo[3,4-d]pyrimidin-1-yl]cyclohexanol